C1CN=C(N1)C2COC3=CC=CC=C3O2 The molecule is a benzodioxine that is 2,3-dihydro-1,4-benzodioxine in which one of the hydrogens at position 2 has been replaced by a 4,5-dihydro-1H-imidazol-2-yl group. It has a role as an alpha-adrenergic antagonist. It is a benzodioxine and a member of imidazolines.